(pyrrol-1-yl)benzoic acid N1(C=CC=C1)C1=C(C(=O)O)C=CC=C1